COC([C@H](CCC(=O)NC1=C(C=CC(=C1)[N+](=O)[O-])NC)NC(=O)OC(C)(C)C)=O (2S)-2-(tert-Butoxycarbonylamino)-5-[2-(methylamino)-5-nitro-anilino]5-oxo-pentanoic acid methyl ester